((S)-2,7-dimethyl-3-(3,4,5-trifluorophenyl)-2,4,5,7-tetrahydro-6H-pyrazolo[3,4-c]pyridin-6-yl)(trans-5-(2-fluorocyclopropyl)-1-methyl-1H-pyrazol-4-yl)methanone CN1N=C2[C@@H](N(CCC2=C1C1=CC(=C(C(=C1)F)F)F)C(=O)C=1C=NN(C1[C@H]1[C@@H](C1)F)C)C